Tripropyl-(isopropoxy)silane C(CC)[Si](OC(C)C)(CCC)CCC